C1(=CC=CC=C1)CC[NH3+] Phenylethylammonium